Tetrahydro-β-Carbolin C1NCCC=2C3=CC=CC=C3NC12